3-amino-N-{2-[3-amino-4-(2-methoxyethoxy)pyrrolidin-1-yl]-4-fluoro-5,6,7,8-tetrahydroquinolin-6-yl}-5-fluoro-6-methylthieno[2,3-b]pyridine-2-carboxamide NC1=C(SC2=NC(=C(C=C21)F)C)C(=O)NC2CC=1C(=CC(=NC1CC2)N2CC(C(C2)OCCOC)N)F